ClC1=C(C=C(C=C1)C=1C=C2C(=NC1)C=NN2CC(=O)N(C)C)OC(F)F 2-[6-[4-Chloro-3-(difluoromethoxy)phenyl]pyrazolo[4,3-b]pyridin-1-yl]-dimethyl-acetamide